[5-(benzhydrylideneamino)-2-oxo-benzo[cd]indol-1-yl]piperidine-2,6-dione C(C1=CC=CC=C1)(C1=CC=CC=C1)=NC=1C=CC=2C(N(C3=CC=CC1C23)N2C(CCCC2=O)=O)=O